COC1=NC(=NC(=C1NC(=O)C=1OC(=CC1)OC=1C=C2C(CCC2=CC1C)(C)C)OC)SCCC(=O)O 3-((4,6-dimethoxy-5-(5-((3,3,6-trimethyl-2,3-dihydro-1H-inden-5-yl)oxy)furan-2-carboxamido)pyrimidin-2-yl)thio)propanoic acid